BrC=1C(=NC=C(C1)OC(F)(F)F)N 3-bromo-5-(trifluoromethoxy)pyridin-2-amine